N-cyclopentyl-N'-cyclohexyl-[1,1'-biphenyl]-4,4'-dicarboxamide C1(CCCC1)NC(=O)C1=CC=C(C=C1)C1=CC=C(C=C1)C(=O)NC1CCCCC1